(1R,2S,5S)-3-((S)-2-(3-(tert-butyl)ureido)-3,3-dimethylbutanoyl)-N-((S)-1-hydroxy-3-((S)-2-oxopyrrolidin-3-yl)propan-2-yl)-6,6-dimethyl-3-azabicyclo[3.1.0]hexane-2-carboxamide C(C)(C)(C)NC(N[C@H](C(=O)N1[C@@H]([C@H]2C([C@H]2C1)(C)C)C(=O)N[C@H](CO)C[C@H]1C(NCC1)=O)C(C)(C)C)=O